[N-]1C=NCC1 imidazolinide